C(=O)O.C(=O)O.ClC=1C=C2C3=C(NC2=CC1)C(N(CC3)CCNC3=NC(=C(C=C3)Cl)C(F)(F)F)CNCCN(C)C N1-((6-chloro-2-(2-((5-chloro-6-(trifluoromethyl)pyridin-2-yl)amino)ethyl)-2,3,4,9-tetrahydro-1H-pyrido[3,4-b]indol-1-yl)methyl)-N2,N2-dimethylethane-1,2-diamine diformate